(2S,3R)-N-[(3S)-5-(3-fluorophenyl)-9-methyl-2-oxo-1,3-dihydro-1,4-benzodiazepin-3-yl]-2,3-bis(3,3,3-trifluoropropyl)butanediamide FC=1C=C(C=CC1)C1=N[C@@H](C(NC2=C1C=CC=C2C)=O)NC([C@H]([C@H](C(=O)N)CCC(F)(F)F)CCC(F)(F)F)=O